N-(1H-benzimidazol-5-yl)-2-(1-piperidyl)acetamide N1C=NC2=C1C=CC(=C2)NC(CN2CCCCC2)=O